(cis)-3-[6-(5,5-dimethyl-1,3,2-dioxaborinan-2-yl)-4-(trifluoromethyl)-1H-1,3-benzimidazol-1-yl]-1-methylcyclobutanol CC1(COB(OC1)C=1C=C(C2=C(N(C=N2)C2CC(C2)(O)C)C1)C(F)(F)F)C